C(C1=CC=CC=C1)N1C(C(=CC(=C1)Br)C(=O)NC1CC1)=O 1-benzyl-5-bromo-N-cyclopropyl-2-oxo-1,2-dihydropyridine-3-carboxamide